C1=CC=CC=2C3=CC=CC=C3N(C12)C1=C(C#N)C(=CC=C1)C1=CC2=C(SC3C2C=C(C=C3)B3OC(C(O3)(C)C)(C)C)C=C1 2-(9H-carbazol-9-yl)-6-(8-(4,4,5,5-tetramethyl-1,3,2-dioxaborolan-2-yl)-5a,9a-dihydrodibenzo[b,d]thiophen-2-yl)benzonitrile